N1=CC=C(C=C1)/C=C/N1N=CC2=CC=CC=C12 ((E)-2-(Pyridin-4-yl)vinyl)-1H-indazole